2-(5-amino-7-methoxy-[1,2,4]triazolo[1,5-c]quinazolin-2-yl)acetic Acid NC1=NC=2C(=CC=CC2C=2N1N=C(N2)CC(=O)O)OC